FC1=C(C=CC(=C1)F)C1=C(C=C2C(NC(NC2=C1SC[C@H](CO)N(CC(F)(F)F)C)=O)=O)C(F)(F)F 7-(2,4-difluorophenyl)-8-(((S)-3-hydroxy-2-(methyl(2,2,2-trifluoroethyl)amino)propyl)thio)-6-(trifluoromethyl)quinazoline-2,4(1H,3H)-dione